methyl 1-(4-(tert-butoxy)-4-oxobutyl)-1H-pyrrole-3-carboxylate C(C)(C)(C)OC(CCCN1C=C(C=C1)C(=O)OC)=O